C[N+]1=CN([C@H]2C[C@H](O)[C@@H](CO)O2)C=2N=C(NC(C12)=O)N 7-methyl-2'-deoxyguanosine